BrC1=CC(=CC=C1)C(C(F)(F)F)(C[N+](=O)[O-])C 1-bromo-3-(1,1,1-trifluoro-2-methyl-3-nitropropan-2-yl)benzene